C(CCCCCCCCCCCCCCC)N(C([C@H](C(N)C([C@@H](N)CCCN\C(\N)=N\[H])=O)N)=O)CCCCCCCC\C=C/CCCCCCCC β-(E-arginyl)-L-2,3-diaminopropionic acid-N-palmityl-N-oleyl-amide